NC=1N=NC(=CC1N1CC(N(CC1)C1=CC=CC=C1)C(=O)[O-])Cl.[K+] potassium 4-(3-amino-6-chloro-pyridazin-4-yl)-1-phenyl-piperazine-2-carboxylate